CC(C#C)(C)N1C(CCC1)=O (1,1-dimethyl-prop-2-ynyl)-pyrrolidin-2-one